[N+](=O)([O-])C1=CC=C(OP(=O)(OC2=CC=CC=C2)N[C@H](C(=O)OC2CCCCC2)CC)C=C1 (2S)-cyclohexyl 2-(((4-nitrophenoxy)(phenoxy)phosphoryl)amino)butanoate